COC=1C=CC=C2C=CC=C(C12)OB(O)O (8-methoxynaphthalen-1-yl)boric acid